FC(C1=CC=C(C=C1)CCC(=O)O)(F)F 3-[4-(trifluoromethyl)phenyl]propanoic acid